ClC1=CC=CC(=N1)C(=O)NC1=CC=C(C=C1)C=1OC(=NN1)C1=CC=CC=C1 6-chloro-N-[4-(5-phenyl-1,3,4-oxadiazol-2-yl)phenyl]pyridine-2-carboxamide